N-acetyl-L-valyl-N5-carbamoyl-N-{4-[({[(1R)-1-carboxy-2-methyl-2-sulfanylpropyl]carbamoyl}oxy)methyl]phenyl}-L-ornithinamide C(C)(=O)N[C@@H](C(C)C)C(=O)N[C@@H](CCCNC(N)=O)C(=O)NC1=CC=C(C=C1)COC(N[C@@H](C(C)(S)C)C(=O)O)=O